(2-fluorophenyl)morpholine FC1=C(C=CC=C1)N1CCOCC1